CS(=O)(=O)NC1(CC(=CC=C1)C1=CC=CC=C1)C(=O)NO 3-Methanesulfonylamino-biphenyl-3-hydroxamic acid